Cl.NC=1C=C(CC2=NNC(C3=CC(=C(C=C23)OC)OC)=O)C=CC1 4-(3-aminobenzyl)-6,7-dimethoxy-phthalazin-1(2H)-one hydrochloride